FC1=C(CN2N=C3C(N=NN(C3=O)C3CCOCC3)=C2)C(=CC=C1)F 6-(2,6-difluorobenzyl)-3-(tetrahydro-2H-pyran-4-yl)-3,6-dihydro-4H-pyrazolo[4,3-d][1,2,3]triazin-4-one